palladium-silver gold-nickel [Ni].[Au].[Ag].[Pd]